C(C)(C)(C)OC(NC12CC(C1)(C2)C=NO)=O (3-((hydroxyimino)methyl)bicyclo[1.1.1]pent-1-yl)carbamic acid tert-butyl ester